CSC1=NC=CC(=C1)C(CC(=O)OCC)=O ethyl 3-(2-methylthiopyridin-4-yl)-3-oxo-propionate